N#N nitrilo-amine